CN(C(=N)NC(N)=N)C N,N-dimethylimido-dicarbonimidic diamide